N-((4,4-difluorocyclohexyl)methyl)-4-((2-fluorophenyl)ethynyl)benzamide FC1(CCC(CC1)CNC(C1=CC=C(C=C1)C#CC1=C(C=CC=C1)F)=O)F